CN(C1=NC=C(C(=N1)NC1=NNC2=CC(=CC=C12)[C@@H]1C[C@@]12C(NC1=CC=C(C=C21)OC)=O)C)C (1R,2S)-2-(3-{[2-(dimethylamino)-5-methylpyrimidin-4-yl]amino}-1H-indazol-6-yl)-5'-methoxyspiro[cyclopropane-1,3'-indol]-2'(1H)-one